C(C)OC(=O)C1(CN(CC1)CC=1C=CC(=NC1)C(=O)O)C 5-{[3-(ethoxycarbonyl)-3-methylpyrrolidin-1-yl]methyl}pyridine-2-Carboxylic acid